2-((2-(difluoromethoxy)-4-((1S,4S)-5-methyl-2,5-diazabicyclo[2.2.1]heptan-2-yl)phenyl)amino)-5-(trifluoromethyl)pyrimidin FC(OC1=C(C=CC(=C1)N1[C@@H]2CN([C@H](C1)C2)C)NC2=NC=C(C=N2)C(F)(F)F)F